(8-methyl-7a,8,9,10-tetrahydro-7H-indolo[7,1-fg][1,7]naphthyridin-10-yl)methanol CN1CC(C=C2C3=C4N(CC12)C=CC4=CC=C3)CO